Ethyl (R)-1-((4-(dimethylphosphoryl)phenyl)sulfonyl)piperidine-3-carboxylate CP(=O)(C)C1=CC=C(C=C1)S(=O)(=O)N1C[C@@H](CCC1)C(=O)OCC